(4aS,8aR)-4a-(3-methyl-2-thiophenyl)hexahydro-2H-benzo[b][1,4]oxazin-3(4H)-one CC1=C(SC=C1)[C@]12[C@H](OCC(N1)=O)CCCC2